O=C1NC(CCC1N1C(C2=CC=CC(=C2C1)NCCCCC(=O)O)=O)=O 5-((2-(2,6-dioxopiperidin-3-yl)-1-oxoisoindol-4-yl)amino)pentanoic acid